O1COC2=C1C=CC(=C2)C(C)N2C[C@@H](N(C[C@H]2CC)C=2C=1C(N(C(C2)=O)C)=CN(N1)CC#N)CC 2-(7-((2S,5R)-4-(1-(benzo[d][1,3]dioxol-5-yl)ethyl)-2,5-diethylpiperazin-1-yl)-4-methyl-5-oxo-4,5-dihydro-2H-pyrazolo[4,3-b]pyridin-2-yl)acetonitrile